ethylhydroxyethyl-ethylenediamine C(C)N(CCN)CCO